N-(2-(methylamino)ethyl)-5-(4-(trifluoromethyl)phenoxy)-2-naphthamide CNCCNC(=O)C1=CC2=CC=CC(=C2C=C1)OC1=CC=C(C=C1)C(F)(F)F